Dimethyl-3-([1,1'-Biphenyl]-4-yl)cyclobutane-1,2-dicarboxylic acid CC1(C(C(C1C(=O)O)C(=O)O)C1=CC=C(C=C1)C1=CC=CC=C1)C